4-(3-(azepan-4-ylmethyl)-6-(1-methyl-1H-indazol-5-yl)-3H-imidazo[4,5-c]pyridin-7-yl)benzonitrile N1CCC(CCC1)CN1C=NC2=C1C=NC(=C2C2=CC=C(C#N)C=C2)C=2C=C1C=NN(C1=CC2)C